piperidin-2,6-dione hydrochloride Cl.N1C(CCCC1=O)=O